N1CCC(CC1)COCC1CCC(CC1)NC(OC(C)(C)C)=O tert-butyl ((1r,4r)-4-((piperidin-4-ylmethoxy)methyl)cyclohexyl)carbamate